[Si](C)(C)(C(C)(C)C)OC1CN(CC=CC1)C(=O)[O-] 3-[tert-butyl(dimethyl)silyl]oxy-2,3,4,7-tetrahydroazepine-1-carboxylate